C(=CCCCCCCCCCCCCCC)S(=O)(=O)[O-].[Na+] sodium α-hexadecenesulfonate